2-fluoro-6-(1H-1,2,4-triazol-1-yl)benzoic acid FC1=C(C(=O)O)C(=CC=C1)N1N=CN=C1